2-fluoro-3-methoxy-4-((pyrrolidin-1-ylsulfonyl)carbamoyl)benzoic acid FC1=C(C(=O)O)C=CC(=C1OC)C(NS(=O)(=O)N1CCCC1)=O